4-dimethoxyphosphinothiotetrahydrothiophene-1,1-dioxide COP(SC1CCS(C1)(=O)=O)OC